2-Chloro-5-{[(methoxyacetyl)amino]methyl}-N-[1-(2-methylpyridin-4-yl)-1H-indazol-4-yl]benzamide ClC1=C(C(=O)NC2=C3C=NN(C3=CC=C2)C2=CC(=NC=C2)C)C=C(C=C1)CNC(COC)=O